N-[(1R)-1-(2,4-dichlorophenyl)ethyl]-2-methyl-5-{4-[(2S)-pyrrolidine-2-carbonyl]piperazin-1-yl}pyrazolo[4,3-d]pyrimidin-7-amine ClC1=C(C=CC(=C1)Cl)[C@@H](C)NC=1C=2C(N=C(N1)N1CCN(CC1)C(=O)[C@H]1NCCC1)=CN(N2)C